FC(C1=C(C=CC(=C1)C(C(=O)N)(CO)C1=CC=C(C=C1)S(=O)(=O)C)C1=C(C=CC=C1)OC(F)(F)F)(F)F (2-trifluoromethyl-2'-(trifluoromethoxy)-[1,1'-biphenyl]-4-yl)-3-hydroxy-2-(4-(methylsulfonyl)phenyl)propionamide